Myristoylcarnitine CCCCCCCCCCCCCC(=O)OC(CC(=O)[O-])C[N+](C)(C)C